2-(piperidino)ethyl methacrylate C(C(=C)C)(=O)OCCN1CCCCC1